(2R,3R,4R,5S)-4-(4-chloro-2-fluorophenyl)-3-(2-chlorophenyl)-4-cyano-5-neopentylpyrrolidine-2-carboxylic acid tert-butyl ester C(C)(C)(C)OC(=O)[C@@H]1N[C@H]([C@]([C@@H]1C1=C(C=CC=C1)Cl)(C#N)C1=C(C=C(C=C1)Cl)F)CC(C)(C)C